(S)-5-(2-((5,6-diethyl-2,3-dihydro-1H-inden-2-yl)amino)-1-hydroxyethyl)-8-(piperidin-4-yloxy)quinolin-2(1H)-one C(C)C=1C=C2CC(CC2=CC1CC)NC[C@@H](O)C1=C2C=CC(NC2=C(C=C1)OC1CCNCC1)=O